NC1=C(C(=NC=N1)C=1C(=NN(C1)C(CN)C1=CC=C(C=C1)C(F)(F)F)CO)C1=CC=C(C=C1)Cl {4-[6-amino-5-(p-chlorophenyl)-4-pyrimidinyl]-1-{2-amino-1-[p-(trifluoromethyl)phenyl]ethyl}-1H-pyrazol-3-yl}methanol